tert-Butyl N-[(tert-butoxy)carbonyl]-N-(prop-2-yn-1-yl)carbamate C(C)(C)(C)OC(=O)N(C(OC(C)(C)C)=O)CC#C